FC1(CC(CC1)C(C(=O)NC=1SC2=C(N1)CCOC2)C2=CC=C(C=C2)C=2N=NN(N2)C)F 2-(3,3-Difluorocyclopentyl)-N-(6,7-dihydro-4H-pyrano[4,3-d]thiazol-2-yl)-2-(4-(2-methyl-2H-tetrazol-5-yl)phenyl)acetamide